NC(CNC(C(NCC(C)N)=O)=O)C bis(2-aminopropyl)oxamide